4-[7-(8-methyl-1-naphthyl)-6,8-dihydro-5H-pyrido[3,4-d]pyrimidin-4-yl]piperazine-1-carboxylate CC=1C=CC=C2C=CC=C(C12)N1CC=2N=CN=C(C2CC1)N1CCN(CC1)C(=O)[O-]